5,7-difluoro-3-hydrazono-2,2-dimethyl-6-(3-methyl-1H-indol-7-yl)-1,2,3,4-tetrahydroquinoxaline FC1=C2NC(C(NC2=CC(=C1C=1C=CC=C2C(=CNC12)C)F)(C)C)=NN